3-(5-oxo-8-((R)-2-oxoindolin-3-yl)pyrrolo[2,3,4-de]quinolin-4(5H)-yl)piperidine-2,6-dione O=C1N(C2=CC=NC=3C(=CC=C1C23)[C@@H]2C(NC3=CC=CC=C23)=O)C2C(NC(CC2)=O)=O